2-((1-(4,7-dimethyl-5-oxo-2-propyl-4,5-dihydro-2H-pyrazolo[3,4-c]isoquinolin-9-yl)ethyl)amino)benzoic acid CN1C(C=2C=C(C=C(C2C=2C1=NN(C2)CCC)C(C)NC2=C(C(=O)O)C=CC=C2)C)=O